1-[(1R)-1-benzylpentyl]imidazo[4,5-c]quinoline C(C1=CC=CC=C1)[C@@H](CCCC)N1C=NC=2C=NC=3C=CC=CC3C21